cyclopropanecarbonitrile 4-methylbenzenesulfonic acid salt CC1=CC=C(C=C1)S(=O)(=O)O.C1(CC1)C#N